FC1=C(OP(=O)(OC2=CC=CC=C2)N[C@@H](C)C(=O)OCC(CC)(C)C)C(=C(C(=C1F)F)F)F 2,2-dimethylbutyl ((perfluorophenoxy)(phenoxy)phosphoryl)-L-alaninate